FC=1C(=C(C(=NC1)C(F)(F)F)N)C 5-Fluoro-4-methyl-2-(trifluoromethyl)pyridin-3-amine